(E)-3-(2-methyloxazol-4-yl)prop-2-enal CC=1OC=C(N1)/C=C/C=O